6-chloro-N-[3-fluoro-5-(2-fluoroethoxy)-6-methoxy-2-pyridyl]-1H-indole-3-sulfonamide ClC1=CC=C2C(=CNC2=C1)S(=O)(=O)NC1=NC(=C(C=C1F)OCCF)OC